O=C1NC(CCC1N1C(C2=CC=C(C=C2C1)SCCCCCCCN1CCC(CC1)C1=CC=C(C(=O)N2CCC(CC2)CCCCNC(\C=C\C=2C=NC=CC2)=O)C=C1)=O)=O (E)-N-(4-(1-(4-(1-(7-((2-(2,6-dioxopiperidin-3-yl)-1-oxoisoindolin-5-yl)thio)heptyl)piperidin-4-yl)benzoyl)piperidin-4-yl)butyl)-3-(pyridin-3-yl)acrylamide